4-(4-fluoro-3-(3-((3-hydroxy-2,2-dimethylpropyl)amino)azetidine-1-carbonyl)benzyl)phthalazin-1(2H)-one FC1=C(C=C(CC2=NNC(C3=CC=CC=C23)=O)C=C1)C(=O)N1CC(C1)NCC(CO)(C)C